8-chloro-2-(4-methoxyphenyl)quinazoline-4-carboxamide ClC=1C=CC=C2C(=NC(=NC12)C1=CC=C(C=C1)OC)C(=O)N